C(\C=C\C1=CC(OC)=C(O)C(OC)=C1)(=O)OC(C(O)CC(=O)[O-])=O Sinapoyl-malate